FC1=C(OC(C(=O)O)(C)C)C(=CC(=C1)CN1N=CN(C1=O)C1=CC=C(C=C1)OC(F)(F)F)F 2-(2,6-Difluoro-4-((5-oxo-4-(4-(tri-fluoromethoxy)phenyl)-4,5-dihydro-1H-1,2,4-triazol-1-yl)methyl)phenoxy)-2-methylpropionic acid